OC1=C2C=CN(C2=CC=C1)CC1=CC=C(C=C1)P(O)(O)=O 4-((4-hydroxyindol-1-yl)methyl)phenylphosphonic acid